FC1(CCN(CC1)C1=NC2=CC(=C(C=C2C(=N1)NC1CCS(CC1)(=O)=O)OC)C#CCN1CCCC1)F 4-((2-(4,4-difluoropiperidin-1-yl)-6-methoxy-7-(3-(pyrrolidin-1-yl)prop-1-yn-1-yl)quinazolin-4-yl)amino)tetrahydro-2H-thiopyran 1,1-dioxide